8-bromo-2-iodo-3-((trifluoromethyl)thio)imidazo[1,2-a]pyridine BrC=1C=2N(C=CC1)C(=C(N2)I)SC(F)(F)F